2-(2'-hydroxy-butyl-5'-methylphenyl)-5-chlorobenzotriazole OC(CC1=C(C=C(C=C1)C)N1N=C2C(=N1)C=CC(=C2)Cl)CC